epoxydiazirine N=1N2C1O2